6-phenyl-imidazo[4,5-b]pyrazin C1(=CC=CC=C1)C1=CN=C2C(=N1)NC=N2